C(C)C1(C(OCC=2C(N3CC=4C(=NC=5C=C(C(=C6C5C4C(CC6)NC(C(C(C)O)(F)F)=O)C)F)C3=CC21)=O)=O)O N-(9-ethyl-5-fluoro-9-hydroxy-4-methyl-10,13-dioxo-2,3,9,10,13,15-hexahydro-1H,12H-benzo[de]pyrano[3',4':6,7]indolizino[1,2-b]quinolin-1-yl)-2,2-difluoro-3-hydroxybutanamide